ClC1=C(C=C2C(CCN(C2=C1)C1CC1)=O)F 7-chloro-1-cyclopropyl-6-fluoro-1,2,3,4-tetrahydroquinolin-4-one